trans-(triphenylphosphine) palladium (II) dichloride [Pd](Cl)Cl.C1(=CC=CC=C1)P(C1=CC=CC=C1)C1=CC=CC=C1